C(C)N(C(C1=C(C=CC(=C1)F)OC1=C(N=CN=N1)N1CC2(CN(C2)C(C(C)C)C(CCO)C)CC1)=O)C(C)C N-ethyl-5-fluoro-2-((5-(2-(6-hydroxy-2,4-dimethylhexan-3-yl)-2,6-diazaspiro[3.4]octan-6-yl)-1,2,4-triazin-6-yl)oxy)-N-isopropylbenzamide